CC1(OC2=CC=CC=C2C(C1)=O)C 2,2-dimethyl-4-oxochroman